NC1=C(C(=NN1C(C)C)C1=C2C=CNC2=C(C=C1)CNC(C1=C(C=CC(=C1)F)OC(F)F)=O)C(=O)N 5-amino-3-(7-((2-(difluoromethoxy)-5-fluorobenzamido)methyl)-1H-indol-4-yl)-1-isopropyl-1H-pyrazole-4-carboxamide